undecyl-glycerol C(CCCCCCCCCC)C(O)C(O)CO